selenium tantalum [Ta].[Se]